CS(=O)(=O)[O-].C(C)[NH+]1C=CC=C1 N-ethylpyrrolium methanesulfonate